3-[(3-bromophenyl)sulfanyl]isonicotinic acid BrC=1C=C(C=CC1)SC1=C(C(=O)O)C=CN=C1